C(CCC)NC[C@H](O)[C@@H](O)[C@H](O)[C@H](O)CO N-Butyl-D-Glucamine